2-(1-(1-(5-Propylpyrimidin-2-yl)piperidin-4-yl)ethoxy)-5-(pyridin-4-yl)thiazolo[5,4-b]pyridine C(CC)C=1C=NC(=NC1)N1CCC(CC1)C(C)OC=1SC2=NC(=CC=C2N1)C1=CC=NC=C1